[Br-].C1(=CC=CC2=CC=CC=C12)OCCCCCC(CCCC)OCCCC[N+](C)(C)C (1-Naphthoxy-5-decyloxy)butyl-trimethyl-ammonium bromide